C(C)(C)(C=1OC[C@@H](N1)C(C)C)C=1OCC(N1)C(C)C (S)-2,2'-Isopropylidenebis(4-isopropyl-2-oxazoline)